CN1CCN(CC1)CCCOC1=C(C=C2C(=NC=NC2=C1)NC=1C=C(C(=CC1)F)C1=C(C=CC=C1F)F)NC(C=C)=O N-(7-(3-(4-methylpiperazin-1-yl)propoxy)-4-((2',6,6'-trifluoro-[1,1'-biphenyl]-3-yl)amino)quinazolin-6-yl)acrylamide